C(=O)(OC(C)(C)C)N1CCC2=CC(=CC=C12)Br 1-Boc-5-bromoindoline